BrC1=NC(=C(C(=N1)N)Cl)NC 2-bromo-5-chloro-N6-Methyl-pyrimidine-4,6-diamine